O=C1N(CC2=CC=C(C=C12)B1OC(C(O1)(C)C)(C)C)C(=O)OC(C)(C)C tert-butyl 1-oxo-6-(4,4,5,5-tetramethyl-1,3,2-dioxa-borolan-2-yl)isoindoline-2-carboxylate